C(C1=CC=CC=C1)NC(=O)C1(C(C1)C1=CC=C(C=C1)Cl)NC(=O)C1=CC(=NN1C1=NC=CC=C1Cl)Br N-(1-(benzylcarbamoyl)-2-(4-chlorophenyl)cyclopropyl)-3-bromo-1-(3-chloropyridin-2-yl)-1H-pyrazole-5-carboxamide